COC1=CC=C(C=C1)[S@](=O)(=N)C=1C=C2C=NN(C(C2=CC1)=O)CC=1C=NC(=CC1)OC |r| Racemic-6-(4-methoxyphenylsulfonimidoyl)-2-((6-methoxypyridin-3-yl)methyl)phthalazin-1(2H)-one